Ethyl 1-[1-[5-chloro-2-[4-(4-cyclopropylpiperazin-1-yl)phenyl]phenyl]-3-piperidyl]-5-(difluoromethyl)pyrazole-4-carboxylate ClC=1C=CC(=C(C1)N1CC(CCC1)N1N=CC(=C1C(F)F)C(=O)OCC)C1=CC=C(C=C1)N1CCN(CC1)C1CC1